Br.NC1=C(CNC2C3CC4(CC(CC2C4)C3)O)C=C(C=C1Br)Br trans-4-[(2-amino-3,5-dibromobenzyl)amino]adamantane-1-ol hydrobromide